2-(2-methylthiazol-5-yl)-2-((trimethylsilyl)oxy)acetonitrile CC=1SC(=CN1)C(C#N)O[Si](C)(C)C